((((((S)-1-(((R)-1-methylpyrrolidin-3-yl) oxy)-1-oxoprop-2-yl) amino) (phenoxy)Phosphoryl) oxy) methyl) tetrahydrofuran-3,4-diylbis(2-methylpropionate) O1CC(C(C1)C(C(=O)[O-])(C)C)C(C(=O)OCOP(=O)(OC1=CC=CC=C1)N[C@H](C(=O)O[C@H]1CN(CC1)C)C)(C)C